N-(1,5-dimethyl-1H-pyrazol-3-yl)-3-hydroxyazetidine-3-carboxamido trifluoroacetate FC(C(=O)ON(C(=O)C1(CNC1)O)C1=NN(C(=C1)C)C)(F)F